COCCOC[C@@]12C[C@H](C[C@@H](N1C(=O)NC1=CC(=C(C=C1)C)C=1N=CC=3N(C1)N=CC3)C2)C (1S,3S,5R)-1-((2-methoxyethoxy)methyl)-3-methyl-N-(4-methyl-3-(pyrazolo[1,5-a]pyrazin-6-yl)phenyl)-6-azabicyclo[3.1.1]heptane-6-carboxamide